FC1=CC=C(C=C1)[C@H](C)NC(=O)C1=NC(=NC2=CC=C(C=C12)C1=CC2=C(N=C(S2)NC(C(C)C)=O)C=C1)C (S)-N-(1-(4-fluorophenyl)ethyl)-6-(2-isobutyrylaminobenzo[d]thiazol-6-yl)-2-methyl-quinazoline-4-carboxamide